5-chloro-2-[[6-chloro-3-(3,6-dihydro-2H-thiopyran-4-yl)-4-quinolinyl]amino]benzoic acid ClC=1C=CC(=C(C(=O)O)C1)NC1=C(C=NC2=CC=C(C=C12)Cl)C=1CCSCC1